(4-bromo-2-cyclopropylphenyl)(2H2)methanol BrC1=CC(=C(C=C1)C(O)([2H])[2H])C1CC1